FC=1C=C2C(=NN(C2=CC1C1CCNCC1)C)N1C(NC(CC1)=O)=O 1-(5-fluoro-1-methyl-6-(piperidin-4-yl)-1H-indazole-3-yl)dihydropyrimidine-2,4(1H,3H)-dione